N[C@H](CC1=C(C=2N=C(N=C(C2S1)NCC=1OC=CC1)Cl)C)COC (R)-6-(2-Amino-3-methoxypropyl)-2-chloro-N-(furan-2-ylmethyl)-7-methylthieno[3,2-d]pyrimidin-4-amine